NC=1C(=C(C#N)C=CC1C(C)C)C(C)C 3-amino-2,4-diisopropylbenzonitrile